NCCCCCO[Si](OCC)(OCC)OCC (3-aminopropyl)-tetraethoxysilane